O=C1N(C=CC=C1NC1=NC=2N(C=C1)N=CC2C(=O)N)C2=NN1C(COCC13CC3)=C2 5-((2-oxo-1-(4'H,6'H-spiro[cyclopropane-1,7'-pyrazolo[5,1-c][1,4]oxazin]-2'-yl)-1,2-dihydropyridin-3-yl)amino)pyrazolo[1,5-a]pyrimidine-3-carboxamide